CC(CC[C@@H](C(=O)O)NC(CNC(=O)C1=NC=CN=C1)=O)(C)C (2S)-5,5-dimethyl-2-{2-[(pyrazin-2-yl)formamido]acetamido}hexanoic acid